4-[(6-chloro-2-pyridinyl)oxymethyl]-3-(hydroxymethyl)benzonitrile ClC1=CC=CC(=N1)OCC1=C(C=C(C#N)C=C1)CO